FC1(CCN(CC1)C1=NC(=CC(=N1)C1=NN=C(O1)C=1C(=CC(=NC1)NS(=O)(=O)CCO)N1CCC2(CC2)CC1)C)F N-(5-(5-(2-(4,4-Difluoropiperidin-1-yl)-6-methylpyrimidin-4-yl)-1,3,4-oxadiazol-2-yl)-4-(6-azaspiro[2.5]octan-6-yl)pyridin-2-yl)-2-hydroxyethane-1-sulfonamide